FC1=C(C=C(C(=C1OCOC)F)C(F)(F)F)C1=NN(C2=NC(=NC=C21)NC2CN(C1=CC=CC=C1C2)C)C N-(3-(2,4-difluoro-3-(methoxymethoxy)-5-(trifluoromethyl)phenyl)-1-methyl-1H-pyrazolo[3,4-d]pyrimidin-6-yl)-1-methyl-1,2,3,4-tetrahydroquinolin-3-amine